Ethyl 2-((1s,4s)-4-(3-methoxy-4-methylphenylcarbamoyl)cyclohexyl)-1-oxoisoindoline-5-carboxylate COC=1C=C(C=CC1C)NC(=O)C1CCC(CC1)N1C(C2=CC=C(C=C2C1)C(=O)OCC)=O